CC1=CC(=C(C=C1)N1C=CC=C1)[N+](=O)[O-] 1-(4-methyl-2-nitrophenyl)pyrrole